(Z)-2-(5-fluoro-2-methyl-1-(quinolin-4-ylmethylene)-1H-inden-3-yl)-N-hydroxyacetamide FC=1C=C2C(=C(/C(/C2=CC1)=C/C1=CC=NC2=CC=CC=C12)C)CC(=O)NO